FC1=C(C=CC(=C1)S(=O)(=O)C)C1=NN2C(N=CC=C2)=C1C(=O)N[C@@H]1C(NC2=C(C(=N1)C1=CC=CC=C1)C=CC=C2F)=O 2-(2-Fluoro-4-methylsulfonylphenyl)-N-[(3S)-9-fluoro-2-oxo-5-phenyl-1,3-dihydro-1,4-benzodiazepin-3-yl]pyrazolo[1,5-a]pyrimidine-3-carboxamide